1-(4-chloro-3-fluoro-5-methoxy-phenyl)triazole ethyl-4-chloro-2-(methylsulfanyl)-pyrimidine-5-carboxylate C(C)OC(=O)C=1C(=NC(=NC1)SC)Cl.ClC1=C(C=C(C=C1OC)N1N=NC=C1)F